FC1=CC=C(C=C1)N1N=CC2=CC(=C(C=C12)C)[C@H]1NCCN(C1)S(=O)(=O)C1=NN(N=C1)C (R)-1-(4-fluorophenyl)-6-methyl-5-(4-((2-methyl-2H-1,2,3-triazol-4-yl)sulfonyl)piperazin-2-yl)-1H-indazole